((1r,4R)-4-(tert-butyl)cyclohexyl)(4-(((2S,3R,4R,5S)-3,4,5-trihydroxy-2-(hydroxymethyl)piperidin-1-yl)methyl)piperidin-1-yl)methanone C(C)(C)(C)C1CCC(CC1)C(=O)N1CCC(CC1)CN1[C@H]([C@H]([C@@H]([C@H](C1)O)O)O)CO